FC=1C=2N(C=C(C1)NC(=O)C1=CC=C(C3=CN(N=C13)C)N1CCNCC1)C=C(N2)C N-{8-fluoro-2-methylimidazo[1,2-a]pyridin-6-yl}-2-methyl-4-(piperazin-1-yl)indazole-7-carboxamide